3-(3,5-dimethyl-1-(3-methyl-[1,2,4]triazolo[4,3-b]pyridazin-6-yl)-1H-pyrazol-4-yl)-N-(thiophen-2-ylmethyl)propanamide CC1=NN(C(=C1CCC(=O)NCC=1SC=CC1)C)C=1C=CC=2N(N1)C(=NN2)C